FC=1C(=CC(=C(C(=O)NC2=C(C=CC=C2C)F)C1)O[C@H](C(F)(F)F)C)N1N=C(N(C1=O)C)C(F)(F)F 5-fluoro-N-(2-fluoro-6-methylphenyl)-4-[4-methyl-5-oxo-3-(trifluoromethyl)-4,5-dihydro-1H-1,2,4-triazol-1-yl]-2-{[(2S)-1,1,1-trifluoropropan-2-yl]oxy}benzamide